2-[(2,5-dichloropyridin-3-yl)carbonyl]-3-(dimethylamino)acrylic acid ethyl ester C(C)OC(C(=CN(C)C)C(=O)C=1C(=NC=C(C1)Cl)Cl)=O